3-chloro-5-(trifluoro-methyl)benzaldehyde ClC=1C=C(C=O)C=C(C1)C(F)(F)F